FC=1C(=NC=CC1I)N1CCN(CC1)CC=1C=C2CN(C(C2=CC1)=O)N1C(NC(CC1)=O)=O 1-(5-((4-(3-fluoro-4-iodopyridin-2-yl)piperazin-1-yl)methyl)-1-oxoisoindolin-2-yl)dihydropyrimidine-2,4(1H,3H)-dione